COC(=O)[C@H]1N(C([C@H](C1)C)CC=C)C(C=C)=O (2S,4S)-1-propenoyl-5-allyl-4-methylpyrrolidine-2-carboxylic acid methyl ester